C(C)(C)(C)OC(=O)N1[C@@H](CC(C1)(F)F)C(N(C)OC)=O (2S)-4,4-difluoro-2-[methoxy(methyl)carbamoyl]pyrrolidine-1-carboxylic acid tert-butyl ester